2-((1-(methyl-sulfonyl)piperidin-4-yl)amino)nicotinonitrile CS(=O)(=O)N1CCC(CC1)NC1=C(C#N)C=CC=N1